[Cl-].[Cl-].FC(C=1C=C(C=CC1)C(=[Zr+2](C1=C(C(=CC=2C3=CC(=C(C=C3CC12)C)C(C)(C)C)C(C)(C)C)C)C1C=CC=C1)C1=CC(=CC=C1)C(F)(F)F)(F)F di-(m-trifluoromethyl-phenyl)methylene(cyclopentadienyl)(2,7-dimethyl-3,6-di-tert-butylfluorenyl)zirconium dichloride